ClC1=CC=C(N=N1)N1N=C2C(C(NCC2)=O)=C1 2-(6-Chloropyridazin-3-yl)-2H,4H,5H,6H,7H-pyrazolo[4,3-c]pyridin-4-one